1-(3-((((2R,3R,4S,5R)-5-(4-((4-Aminobutyl)amino)-7H-pyrrolo[2,3-d]pyrimidin-7-yl)-3,4-dihydroxytetrahydrofuran-2-yl)methyl)(isopropyl)amino)propyl)-3-(4-(tert-butyl)phenyl)urea NCCCCNC=1C2=C(N=CN1)N(C=C2)[C@H]2[C@H]([C@H]([C@H](O2)CN(CCCNC(=O)NC2=CC=C(C=C2)C(C)(C)C)C(C)C)O)O